CN1C(NC=2N=NC(=CC21)C=2C(NC(NC2)=O)=O)=O 5-(5-methyl-6-oxo-7H-imidazo[4,5-c]pyridazin-3-yl)-1H-pyrimidine-2,4-dione